1-(tert-butyl)-4-(3-phenylprop-1-yn-1-yl)benzene C(C)(C)(C)C1=CC=C(C=C1)C#CCC1=CC=CC=C1